4-(5-chloro-1-benzofuran-2-yl)piperidine methyl-4-(2-(2-(3-hydroxy-3-(4'-hydroxy-2'-methyl-[1,1'-biphenyl]-3-yl)propyl)-5-oxopyrazolidin-1-yl)ethyl)benzoate COC(C1=CC=C(C=C1)CCN1N(CCC1=O)CCC(C=1C=C(C=CC1)C1=C(C=C(C=C1)O)C)O)=O.ClC=1C=CC2=C(C=C(O2)C2CCNCC2)C1